6-bromo-2-(4-((2-methoxyethoxy)methoxy)-3-nitrophenyl)-3,4-dihydroisoquinolin-1(2H)-one BrC=1C=C2CCN(C(C2=CC1)=O)C1=CC(=C(C=C1)OCOCCOC)[N+](=O)[O-]